(2S,4R)-tert-butyl-4-hydroxy-2-(((S)-1-(4-(4-methylthiazol-5-yl)phenyl)ethyl)carbamoyl)pyrrolidine-1-carboxylate C(C)(C)(C)OC(=O)N1[C@@H](C[C@H](C1)O)C(N[C@@H](C)C1=CC=C(C=C1)C1=C(N=CS1)C)=O